(-)-[4-[bis(4-Fluorophenyl)methyl]-1-piperidyl]-[3-(1H-triazol-5-yl)pyrrolidin-1-yl]methanone FC1=CC=C(C=C1)C(C1CCN(CC1)C(=O)N1CC(CC1)C1=CN=NN1)C1=CC=C(C=C1)F